Methyl 4-((2,4-dimethoxyphenyl)amino)-2-((2-methoxyphenyl)amino)pyrimidine-5-carboxylate COC1=C(C=CC(=C1)OC)NC1=NC(=NC=C1C(=O)OC)NC1=C(C=CC=C1)OC